3-[1-(2-chlorobenzoyl)-5-{[(5-chlorothiophen-2-yl)methyl]sulfanyl}-4-methyl-1H-pyrazol-3-yl]-1-(pyrrolidine-1-carbonyl)-4-(trifluoromethyl)pyrrolidin-2-one ClC1=C(C(=O)N2N=C(C(=C2SCC=2SC(=CC2)Cl)C)C2C(N(CC2C(F)(F)F)C(=O)N2CCCC2)=O)C=CC=C1